N-(tert-Butoxycarbonyl)-O-benzyl-L-serine C(C)(C)(C)OC(=O)N[C@@H](COCC1=CC=CC=C1)C(=O)O